FC1=C(C=C(C(=C1C)C)C)NC1=NC=C(C(=N1)NC=1C=CC2=C(NC(O2)=O)C1)C 5-(2-(2-fluoro-3,4,5-trimethylphenylamino)-5-methylpyrimidin-4-ylamino)benzoxazol-2(3H)-one